FC1=C(C=CC(=C1C=O)F)B(O)O 2,4-difluoro-3-formyl-phenylboronic acid